CS(=O)(=O)C1=CC(=C(C=C1)NCC#CC=1N(C=2C=CC=C(C2C1)NC1CCC(CC1)N1CCC(CC1)OC)CC(F)(F)F)OC 2-{3-[(4-methanesulfonyl-2-methoxyphenyl)amino]prop-1-yn-1-yl}-N-[(1S,4S)-4-(4-methoxypiperidin-1-yl)cyclohexyl]-1-(2,2,2-trifluoroethyl)-1H-indol-4-amine